ClC=1C(=NC(=NC1)N[C@H]1[C@@H](COCC1)O)C=1C=C(C2=C(N(C(=N2)[C@H]2CN(CC2)C(=O)OC)C(C)C)C1)F methyl (R)-3-(6-(5-chloro-2-(((3S,4R)-3-hydroxytetrahydro-2H-pyran-4-yl)amino)pyrimidin-4-yl)-4-fluoro-1-isopropyl-1H-benzo[d]imidazol-2-yl)pyrrolidine-1-carboxylate